1,3-dioctylimidazolium-2-carboxylate C(CCCCCCC)N1C(=[N+](C=C1)CCCCCCCC)C(=O)[O-]